CN(C1=CC=C(C=C1)OC)C N,N-dimethyl-4-methoxyaniline